NC=1C=CC(=NC1)C(=C(CO)C)C=C 3-(5-aminopyridin-2-yl)-2-methylpentan-2,4-dien-1-ol